BrC=1C(=C(C(=C(C(=O)O)C1)NC1=C(C=C(C=C1)C1CC1)F)F)F 5-bromo-2-(4-cyclopropyl-2-fluoroanilino)-3,4-difluorobenzoic acid